C1(CC1)OCCOC=1C=C(C=CC1OC)NC1=NC=CC(=N1)NC N2-(3-(2-cyclopropoxyethoxy)-4-methoxyphenyl)-N4-methylpyrimidine-2,4-diamine